OC=1C=C(C=NC1)C[C@H](N)C(=O)O 3-(5-Hydroxy-3-pyridinyl)alanine